OC1=CC=C(C=C1)C(C(=O)O)C 2-(4-Hydroxyphenyl)propionic acid